1,1,1-trifluoro-N-phenyl-N-((trifluoromethyl)sulfonyl)-methanesulfonamide FC(S(=O)(=O)N(S(=O)(=O)C(F)(F)F)C1=CC=CC=C1)(F)F